6-((5-((3S,4S)-4-amino-3-methyl-2-oxa-8-azaspiro[4.5]decan-8-yl)pyrazin-2-yl)thio)-5-chloro-3-(3-hydroxypropyl)quinazolin-4(3H)-one N[C@@H]1[C@@H](OCC12CCN(CC2)C=2N=CC(=NC2)SC=2C(=C1C(N(C=NC1=CC2)CCCO)=O)Cl)C